2-({[(tert-butoxy)carbonyl]amino}methyl)-1,3-diethyl-1H-1,3-benzodiazol-3-ium iodide [I-].C(C)(C)(C)OC(=O)NCC1=[N+](C2=C(N1CC)C=CC=C2)CC